4-(4'-methoxy-3'-propoxy-[1,1'-biphenyl]-3-yl)-1,2-oxaborolan-2-ol COC1=C(C=C(C=C1)C1=CC(=CC=C1)C1CB(OC1)O)OCCC